C(N)(=N)C=1C=C(SC1)CNC(=O)[C@H]1N(C=CC1)C(CNC(CCCOC1=CC=C(C=C1)S(F)(F)(F)(F)F)=O)=O (S)-N-((4-carbamimidoylthiophen-2-yl)methyl)-1-((4-(4-(pentafluoro-λ6-sulfanyl)phenoxy)butanoyl)glycyl)-2,3-dihydro-1H-pyrrole-2-carboxamide